FC(C)(F)C1(CC1)C#CC1=NC=CC=2N(CCOCC21)C2=NC=1N(C3=CC=C(C=C23)F)C(=NN1)C 6-((1-(1,1-difluoroethyl)cyclopropyl)ethynyl)-1-(7-fluoro-1-methyl-[1,2,4]triazolo[4,3-a]quinazolin-5-yl)-1,2,3,5-tetrahydropyrido[4,3-e][1,4]oxazepine